3-(4-bromo-2-fluorophenyl)-5-(trifluoromethyl)-4,5-dihydro-1,2-oxazol-5-ol BrC1=CC(=C(C=C1)C1=NOC(C1)(O)C(F)(F)F)F